tert-butyl-(1S,3s)-1-(6-(cyclobutylcarbamoyl)pyridin-3-yl)-3-methyl-1,3,4,9-tetrahydro-2H-pyrido[3,4-b]indole-2-carboxylate C(C)(C)(C)OC(=O)N1[C@H](C=2NC3=CC=CC=C3C2C[C@@H]1C)C=1C=NC(=CC1)C(NC1CCC1)=O